NC=1C=CC(=C2CN(CC12)CC1(OC1)C)C1=CC=C2C=NN(C2=C1)C 7-amino-4-(1-methylindazol-6-yl)-2-[(2-methyloxiran-2-yl)methyl]isoindolin